[NH2+]1CCOCC1.CC1=CC=C(C=C1)S(=O)(=O)[O-] p-toluenesulfonic acid morpholinium salt